N-isopropyl-5-methylpyrazole C(C)(C)N1N=CC=C1C